dichloro(1,5-cyclooctadien) platinum (II) [Pt+2].ClC1=C(CCC=CCC1)Cl